C1(=CC=CC=C1)S(=O)(=O)[O-].FC(C1=CC=C(C=C1)[I+]C1=CC=C(C=C1)C(F)(F)F)(F)F di(4-trifluoromethylphenyl)iodonium benzenesulfonate